C(=O)C=1C=C(C(=NC1)N1CCC(CC1)CN(C(OC(C)(C)C)=O)CC(C)C)C tert-butyl ((1-(5-formyl-3-methylpyridin-2-yl)piperidin-4-yl)methyl)(isobutyl)carbamate